CS(=O)(=O)C=1C=CC(=NC1)CC1CC2(CNC2)C1 6-[(5-methylsulfonyl-2-pyridyl)methyl]-2-azaspiro[3.3]heptan